6-vinyl-7-fluoro-4-(trifluoromethyl)-2,3-dihydro-1H-isoindol-1-one C(=C)C1=CC(=C2CNC(C2=C1F)=O)C(F)(F)F